ClC1=C(C=CC=C1)CC(=O)NC1=CC(=C(C=C1)C=1C=NN(C1)CCO)S(N=CN(C)C)(=O)=O 2-(2-chlorophenyl)-N-(3-{[(dimethylamino)methylidene]Sulfamoyl}-4-[1-(2-hydroxyethyl)-1H-Pyrazol-4-yl]Phenyl)acetamide